C(C1=CC=CC=C1)SC1=C(C=CC=C1)OC1CCC1 Benzyl-(2-cyclobutyloxyphenyl)sulfane